C(C)(C)(C)OC(=O)NCCC(CC(=O)[O-])(C)C 5-((tert-butoxycarbonyl) amino)-3,3-dimethylpentanoate